C(C)(C)(C)OC(=O)NCN1CCN(CC1)C1=CC(=C(C(=O)OC)C=C1)OC methyl 4-(4-(((tert-butoxycarbonyl) amino) methyl) piperazin-1-yl)-2-methoxybenzoate